N-benzyloxetan-3-imine C(C1=CC=CC=C1)N=C1COC1